Cl.FC1([C@@H](CCC1)N)F |r| (racemic)-2,2-difluorocyclopentanamine, hydrochloride